COCC=1C(C2=CC=CC(=C2C1)C1=CC=CC=C1)COC bis(methoxymethyl)-4-phenylindene